5-amino-2-(methylthio)-8-phenylpyrido[2,3-d]pyrimidin-7(8H)-one NC1=CC(N(C=2N=C(N=CC21)SC)C2=CC=CC=C2)=O